(S)-2-((((9H-fluoren-9-yl)methoxy)carbonyl)amino)-3-(3-chloro-[1,1'-biphenyl]-4-yl)propanoic acid C1=CC=CC=2C3=CC=CC=C3C(C12)COC(=O)N[C@H](C(=O)O)CC1=C(C=C(C=C1)C1=CC=CC=C1)Cl